C(C1=CC=CC=C1)SC=1C=CC(=NC1)[N+](=O)[O-] 5-(benzylthio)-2-nitropyridine